(R)-N-Methyl-1-(4-(3-methylmorpholino)-7-((methylsulfonyl)methyl)thieno[3,2-d]pyrimidin-2-yl)-1H-benzo[d]imidazol-2-amine CNC1=NC2=C(N1C=1N=C(C3=C(N1)C(=CS3)CS(=O)(=O)C)N3[C@@H](COCC3)C)C=CC=C2